12-chloro-7-((dimethylamino)methyl)-10-fluoro-2-methyl-5-carbonyl-1,2,4a,5,6,7-hexahydro-8-oxa-3,5a,9,13c-tetraazanaphtho[3,2,1-de]anthracene-3(4H)-carboxylate ClC1=CC2=C3C=4N(CC(OC4N=C2C(=C1)F)CN(C)C)C(C1CN(C(CN13)C)C(=O)[O-])=C=O